N1(CCCCC1)C1=NC2=CC(=NC=C2C=C1)C#N 2-(1-piperidinyl)-1,6-naphthyridine-7-carbonitrile